2-bromo-1-(1-methyl-1H-pyrazol-4-yl)-ethanone BrCC(=O)C=1C=NN(C1)C